COC(C1CCN(CC1)C1=NOC(=C1)C(C(=O)O)C(C)C)OC 2-[3-[4-(dimethoxymethyl)-1-piperidyl]isoxazol-5-yl]-3-methyl-butanoic acid